BrC=1SC=2C(N(CCC2N1)C(=O)OC(C)(C)C)=O tert-butyl 2-bromo-4-oxo-6,7-dihydrothiazolo[5,4-c]pyridine-5(4H)-carboxylate